CC(C)=O 2-(S)-propanone